ClN1C(C=CC=C1OC)=O chloro-6-methoxypyridin-2(1H)-one